((2S)-1-(1H-1,2,4-triazol-1-yl)propan-2-yloxy)benzonitrile N1(N=CN=C1)C[C@H](C)OC1=C(C#N)C=CC=C1